O=C1N[C@H]2[C@@H](N1)CS[C@H]2CCCCCNN(C(=O)OC(C)C2=C(C1=C(N=C(S1)C)C=C2)F)C 1-(7-fluoro-2-methylbenzo[d]thiazol-6-yl)ethan-1-ol 5-((3aS,4S,6aR)-2-oxohexahydro-1H-thieno[3,4-d]imidazole-4-yl)pentyl-1-methylhydrazine-1-carboxylate